ClC1=C(C=C(C=C1)C1=CN(C2=NC(=CC=C21)C(=O)OC)CC2=NC(=CC=C2)OC)F methyl 3-(4-chloro-3-fluorophenyl)-1-((6-methoxy pyridin-2-yl)methyl)-1H-pyrrolo[2,3-b]pyridine-6-carboxylate